CC1=C(N(C(C=2N1C(=NN2)C2(CC2)C)=O)CC2OCCCC2)C 5,6-dimethyl-3-(1-methylcyclopropyl)-7-(tetrahydropyran-2-ylmethyl)-[1,2,4]triazolo[4,3-a]pyrazin-8-one